1-[4-(6-{2-[2-fluoro-5-(trifluoromethoxy)phenyl]acetamido}pyridazin-3-yl)butyl]-N-methyl-1H-1,2,3-triazole-4-carboxamide FC1=C(C=C(C=C1)OC(F)(F)F)CC(=O)NC1=CC=C(N=N1)CCCCN1N=NC(=C1)C(=O)NC